5-trimethylhexylstearate CC(CCCCCC(CCCC(=O)[O-])CCCCCCCCCCCCC)(C)C